COC(CC)C 3-methoxybutane